C(C1=CC=CC=C1)N1CC(CCC1)(O)C1=C(C(=CC=C1)Cl)C 1-benzyl-3-(3-chloro-2-methylphenyl)piperidin-3-ol